ClC=1C=C(C(=NC1)OC)S(=O)(=O)NC1=NC=CC(=C1F)C#CC=1C=2C(C=NC1)=NN(C2)C 5-chloro-N-[3-fluoro-4-(2-{2-methyl-2H-pyrazolo[3,4-c]pyridin-4-yl}ethynyl)pyridin-2-yl]-2-methoxypyridine-3-sulfonamide